C(C)(=O)OCCOCCOCCCC diethylene glycol monobutyl ether acetate